N1C=NC2=C1C=CC(=C2)N2C(NC(C2C2=CC=C(C=C2)Cl)=NC2CCCC2)=O 1-(1H-Benzoimidazol-5-yl)-5-(4-chloro-phenyl)-4-(cyclopentylimino)-imidazolidin-2-on